4-Nitroaniline-d4 [N+](=O)([O-])C1=C(C(=C(N([2H])[2H])C=C1)[2H])[2H]